7-fluorenol C1=CC=CC=2C3=CC=C(C=C3CC12)O